ClC1=CC=C(C=C1)C1=NC2=C(N1C(C(=O)NC1CCOCC1)C1CCCCC1)C=CC=C2 2-[2-(4-chloro-phenyl)-benzimidazol-1-yl]-2-cyclohexyl-N-(tetrahydro-pyran-4-yl)-acetamide